1-(2-chlorophenyl)but-3-en-1-amine ClC1=C(C=CC=C1)C(CC=C)N